1-(3-(6-(4-fluorophenyl)-4-(1-methyl-1H-pyrazol-3-yl)pyridin-3-yl)pyrrolidin-1-yl)prop-2-en-1-one FC1=CC=C(C=C1)C1=CC(=C(C=N1)C1CN(CC1)C(C=C)=O)C1=NN(C=C1)C